C(#N)[C@H](C[C@H]1C(NCC1)=O)NC(=O)[C@@H]1[C@H]2C([C@H]2CN1C([C@@H](NC(CC(F)(F)F)=O)C(C)C)=O)(C)C (1R,2S,5S)-N-{(1S)-1-cyano-2-[(3S)-2-oxopyrrolidin-3-yl]ethyl}-6,6-dimethyl-3-[N-(3,3,3-trifluoropropionyl)-L-valyl]-3-azabicyclo[3.1.0]hexane-2-carboxamide